N-[(1H-benzimidazol-2-yl)methyl]-2-(methanesulfonyl)-7-(trifluoromethyl)imidazo[2,1-f][1,2,4]triazin-4-amine N1C(=NC2=C1C=CC=C2)CNC2=NC(=NN1C2=NC=C1C(F)(F)F)S(=O)(=O)C